6-Fluorobenzofuran FC1=CC2=C(C=CO2)C=C1